(7S,14RS)-9-(2,6-difluorophenyl)-3,7-dimethyl-18-thia-2,4,5,8-tetraazatetracyclo[8.8.0.02,6.011,17]octadeca-1(10),3,5,8,11(17)-pentaen-14-ol FC1=C(C(=CC=C1)F)C1=N[C@H](C2=NN=C(N2C=2SC=3CC[C@@H](CCC3C12)O)C)C |&1:21|